tert-butyl 4-[3-[[6-[[2-chloro-6-[3-[(2,2,3,3-tetramethylcyclopropyl)methoxy]pyrazol-1-yl]pyridine-3-carbonyl]sulfamoyl]-2-pyridyl]amino]propyl]-2,2-dimethyl-pyrrolidine-1-carboxylate ClC1=NC(=CC=C1C(=O)NS(=O)(=O)C1=CC=CC(=N1)NCCCC1CC(N(C1)C(=O)OC(C)(C)C)(C)C)N1N=C(C=C1)OCC1C(C1(C)C)(C)C